BrC1=C(C(=NC=C1)Cl)S(=O)(=O)C 4-bromo-2-chloro-3-(methylsulfonyl)pyridine